C1(CC1)NC1=NC=CC(=N1)O[C@@H]1CN(CC1)CC(=O)NC=1C(=CC=C2C(=CNC12)C1=NC(=NC=C1C)NC1=NN(C(=C1)C)C)N(C)C (S)-2-(3-((2-(cyclopropylamino)pyrimidin-4-yl)oxy)pyrrolidin-1-yl)-N-(3-(2-((1,5-dimethyl-1H-pyrazol-3-yl)amino)-5-methylpyrimidin-4-yl)-6-(dimethylamino)-1H-indol-7-yl)acetamide